Methyl 2-(3-bromophenyl)-2-cyclopropylacetate BrC=1C=C(C=CC1)C(C(=O)OC)C1CC1